1-Tert-butyl (3S,4S)-4-[3-[3-(2,4-dioxohexahydropyrimidin-1-yl)imidazo[1,2-a]pyridin-7-yl]prop-2-ynoxy]-3-methyl-piperidine-1-carboxylate O=C1N(CCC(N1)=O)C1=CN=C2N1C=CC(=C2)C#CCO[C@@H]2[C@H](CN(CC2)C(=O)OC(C)(C)C)C